O=C(CCC=1N=C(N(C1)C1=CC=CC=C1)C1=C(C(=O)N)C=CC=C1C=1C=NNC1)NC1=NC=CN=C1 (4-(3-oxo-3-(pyrazin-2-ylamino)propyl)-1-phenyl-1H-imidazol-2-yl)-3-(1H-pyrazol-4-yl)benzamide